CC(C(CO)C1=CC=CC2=CC=CC=C12)(C)C 3,3-Dimethyl-2-(1-naphthyl)-butanol